C(C)OC(=O)C=1N=C2N(C=C(C=C2)C(C)OC)C1.ClC1=C(C=C(OCC(=O)NC23CC(C2)(C3)NC(\C=C\C=3C=NC=CC3)=O)C=C1)F (2E)-N-{3-[2-(4-chloro-3-fluorophenoxy)acetylamino]bicyclo[1.1.1]pentan-1-yl}-3-(pyridin-3-yl)propan-2-enamide ethyl-6-(1-methoxyethyl)imidazo[1,2-a]pyridine-2-carboxylate